FC1=C(C=C(N)C=C1)C=1N=NN(C1)C[Si](C)(C)C 4-fluoro-3-(1-((trimethylsilyl)methyl)-1H-1,2,3-triazol-4-yl)aniline